disodium 1,3-propanedisulfonate C(CCS(=O)(=O)[O-])S(=O)(=O)[O-].[Na+].[Na+]